(S or R)-2-(2-(3-ethyl-5,6,7,8-tetrahydro-[1,2,4]triazolo[4,3-a]pyridin-6-yl)-2H-pyrazolo[3,4-b]pyridin-6-yl)-3-methyl-5-(trifluoromethyl)phenol C(C)C1=NN=C2N1C[C@H](CC2)N2N=C1N=C(C=CC1=C2)C2=C(C=C(C=C2C)C(F)(F)F)O |o1:8|